Ethyl 2-(4-benzyl-1-(4-nitrophenyl)-2,5-dioxo-2,5-dihydro-1H-pyrrol-3-yl)acetate C(C1=CC=CC=C1)C1=C(C(N(C1=O)C1=CC=C(C=C1)[N+](=O)[O-])=O)CC(=O)OCC